C(=O)(OCC1C2=CC=CC=C2C2=CC=CC=C12)NCCCCN N-Fmoc-1,4-diaminobutane